methyl-8-{2-[9-(dimethylamino)pentadecyl]cyclopropyl}octanoate COC(CCCCCCCC1C(C1)CCCCCCCCC(CCCCCC)N(C)C)=O